C1(CCCCC1)N1CN=CC=2C1=NC(=NC2)NC2=C(C=C(C=C2)N2CCN(CC2)C)OC 1-Cyclohexyl-7-((2-methoxy-4-(4-methylpiperazin-1-yl)phenyl)amino)pyrimido[4,5-d]pyrimidine